CCCCNCCCN N-butyl-1,3-propanediamine